N-(4-(chlorodifluoromethoxy)phenyl)-9-(1H-pyrazol-5-yl)-1,2,3,4-tetrahydrobenzo[4,5]imidazo[1,2-a]pyridine-7-carboxamide ClC(OC1=CC=C(C=C1)NC(=O)C=1C=C(C2=C(N=C3N2CCCC3)C1)C1=CC=NN1)(F)F